N[C@H](C)C=1C=C(C=C2C(N(C(=NC12)C(C(F)(F)F)(C)C)C)=O)C (R)-8-(1-aminoethyl)-3,6-dimethyl-2-(1,1,1-trifluoro-2-methylpropan-2-yl)quinazolin-4(3H)-one